4-(6-(4-(2-(pyridin-2-yl)acetyl)piperazin-1-yl)pyridin-3-yl)pyrazolo[1,5-a]pyridine-3-carbonitrile N1=C(C=CC=C1)CC(=O)N1CCN(CC1)C1=CC=C(C=N1)C=1C=2N(C=CC1)N=CC2C#N